C(C)(C)(C)OC(N(C(=O)OC(C)(C)C)C1=NC(=C(C=C1)C#N)[C@H](C)CC)=O N-{6-[(2R)-but-2-yl]-5-cyanopyridin-2-yl}-N-[(tert-butoxy)carbonyl]carbamic acid tert-butyl ester